N-(1-(methylsulfonyl)piperidin-4-yl)-4-(3-phenylisoxazolidin-2-yl)-5-(trifluoromethyl)pyrimidin-2-amine CS(=O)(=O)N1CCC(CC1)NC1=NC=C(C(=N1)N1OCCC1C1=CC=CC=C1)C(F)(F)F